(2S)-2-amino-4-methyl-pentanoic acid ethyl ester C(C)OC([C@H](CC(C)C)N)=O